[O-2].[O-2].[O-2].[O-2].[Fe+3] iron (III) tetraoxide